5-methyl-6-(pyridin-2-yl)-2,4(1H,3H)-pyrimidinedione CC=1C(NC(NC1C1=NC=CC=C1)=O)=O